Diisodecyl sulfosuccinate S(=O)(=O)(O)C(C(=O)OCCCCCCCC(C)C)CC(=O)OCCCCCCCC(C)C